ICC1(CC1)CC#N 2-(1-(iodomethyl)cyclopropyl)acetonitrile